2-((2-amino-5-((2-bromo-5-iso-propyl-pyridin-4-yl)oxy)pyrimidin-4-yl)amino)ethanol NC1=NC=C(C(=N1)NCCO)OC1=CC(=NC=C1C(C)C)Br